ClC1=C2CC[C@@]3(CCC=4C(=NC(=NC4C3)OC(C)[C@H]3N(CCC3)C)N3C[C@@H](N(CC3)C(C(=C)F)=O)CC#N)C2=CC=C1 2-((2S)-4-((1R)-4-chloro-2'-(1-((S)-1-methylpyrrolidin-2-yl)ethoxy)-2,3,5',8'-tetrahydro-6'H-spiro[inden-1,7'-quinazolin]-4'-yl)-1-(2-fluoroacryloyl)piperazin-2-yl)acetonitrile